C(C)(=O)C=1C=C(C=C(C1)C(C)=O)C(C1=CC=CC=C1)=O 3',5'-diacetylbenzophenone